ClC1=CC=C(C=C1)C=1C=C2C(=NC1)NC=C2C(=O)C=2C(=C(C=CC2F)NS(=O)(=O)CCC)F propane-1-sulfonic acid {3-[5-(4-chloro-phenyl)-1H-pyrrolo[2,3-b]pyridine-3-carbonyl]-2,4-difluoro-phenyl} amide